C1(=CC=CC=C1)S(=O)(=O)ON=C(C#N)C1=C(C=CC=C1Cl)Cl α-(benzenesulfonyloxyimino)-2,6-dichlorophenyl-acetonitrile